4-methyl-5-oxo-1-phenyl-4,5-dihydro-1H-1,2,4-triazole-3-carboxamide CN1C(=NN(C1=O)C1=CC=CC=C1)C(=O)N